tert-butyl (R)-7-(5-((1-(tert-butoxycarbonyl)pyrrolidin-3-yl)(2-methoxyethyl)amino)pentyl)-3,4-dihydro-1,8-naphthyridine-1(2H)-carboxylate C(C)(C)(C)OC(=O)N1C[C@@H](CC1)N(CCCCCC1=CC=C2CCCN(C2=N1)C(=O)OC(C)(C)C)CCOC